2-(2,4-difluorophenyl)-1,1-difluoro-1-(5-(4-((((2-(4-fluorophenyl)-3-(pyridin-4-yl)pyrazolo[1,5-a]pyridin-6-yl)methyl)amino)methyl)phenyl)pyridin-2-yl)-3-(1H-tetrazol-1-yl)propan-2-ol FC1=C(C=CC(=C1)F)C(C(C1=NC=C(C=C1)C1=CC=C(C=C1)CNCC=1C=CC=2N(C1)N=C(C2C2=CC=NC=C2)C2=CC=C(C=C2)F)(F)F)(CN2N=NN=C2)O